3-(3-bromo-5-[(2R)-2-methylmorpholin-4-yl]phenyl)-1-[(1-ethyl-1H-pyrazol-4-yl)methyl]-4-methyl-1,3-dihydro-2H-imidazol-2-one BrC=1C=C(C=C(C1)N1C[C@H](OCC1)C)N1C(N(C=C1C)CC=1C=NN(C1)CC)=O